N[C@@H]1CN(CC[C@H]1F)C1=NC2=C(N1CC(=O)N(CCO)C1CC1)C=C(C(=C2)F)F 2-(2-((3R,4R)-3-Amino-4-fluoropiperidin-1-yl)-5,6-difluoro-1H-benzo[d]imidazol-1-yl)-N-cyclopropyl-N-(2-hydroxyethyl)acetamid